[Na+].[Na+].C(\C=C/C(=O)[O-])(=O)[O-] maleic acid disodium salt